C(C1=CC=CC=C1)OC(CN(C)C(=O)OC(C)(C)C)=O N-(tert-butoxycarbonyl)-N-methylglycine benzyl ester